ClC1=NC(=NN2C1=C(C(=C2)C2=NN(C=C2)CC)C)C=2N(C=CN2)C 4-Chloro-6-(1-ethyl-1H-pyrazol-3-yl)-5-methyl-2-(1-methyl-1H-imidazol-2-yl)pyrrolo[2,1-f][1,2,4]triazine